4-(4-Amino-6-methylpyrimidin-2-yl)-1-methyl-1H-pyrazol-5-ol NC1=NC(=NC(=C1)C)C=1C=NN(C1O)C